[2H]C(C[C@@H]1C[C@@H]2CC3(OCCO3)[C@@H]2C1)(O)[2H] |r| (+-)-1,1-dideutero-2-((1R,3R,5R)-spiro[bicyclo[3.2.0]heptane-6,2'-[1,3]dioxolan]-3-yl)ethanol